(S)-5-((((5-(2-chloro-3-(1-(3,5-dimethoxy-4-(((((S)-5-oxopyrrolidin-2-yl)methyl)amino)methyl)phenyl)-1H-indol-4-yl)phenyl)-3-methoxypyrazin-2-yl)methyl)amino)methyl)pyrrolidin-2-one ClC1=C(C=CC=C1C1=C2C=CN(C2=CC=C1)C1=CC(=C(C(=C1)OC)CNC[C@H]1NC(CC1)=O)OC)C=1N=C(C(=NC1)CNC[C@@H]1CCC(N1)=O)OC